(3aR,7aS)-1,3-Dioxohexahydro-1H-isoindol-2(3H)-yl (2S,5R)-6-(benzyloxy)-7-oxo-1,6-diazabicyclo[3.2.1]octane-2-carboxylate C(C1=CC=CC=C1)ON1[C@@H]2CC[C@H](N(C1=O)C2)C(=O)ON2C([C@H]1CCCC[C@H]1C2=O)=O